(3,4-dichloro-1H-indol-7-yl)-2-fluoro-4-(piperazin-1-ylsulfonyl)benzenesulfonamide ClC1=CNC2=C(C=CC(=C12)Cl)C=1C(=C(C=CC1S(=O)(=O)N1CCNCC1)S(=O)(=O)N)F